pyridoindolyl-(pyridoindole) N1C(=CC2=CC=C3C(=C12)C=CC=N3)C=3NC1=C2C(=CC=C1C3)N=CC=C2